CC12CC(CC(CC1)N2)NC2CCOCC2 methyl-N-(tetrahydro-2H-pyran-4-yl)-8-azabicyclo[3.2.1]octan-3-amine